C(C)C(CN1C=CC2=CC=CC=C12)CCCC 1-(2-ethyl-hexyl)-1H-indole